(3-(tert-butoxycarbonyl)-3-azabicyclo[4.1.0]heptan-6-yl)potassium trifluoroborate B(F)(F)F.C(C)(C)(C)OC(=O)N1CC2CC2(CC1)[K]